6-[(2R)-2-amino-3-methylbutyl]-2-chloro-5-fluoro-N-[(furan-2-yl)methyl]-7H-pyrrolo[2,3-d]pyrimidin-4-amine hydrochloride Cl.N[C@H](CC1=C(C2=C(N=C(N=C2NCC=2OC=CC2)Cl)N1)F)C(C)C